N1=C(NC=2C=NC=CC21)CC#N 2-(3H-imidazo[4,5-c]pyridin-2-yl)acetonitrile